tricyclo[5.2.1.02,6]deca-3-ene C12C3C=CCC3C(CC1)C2